3-(5-(((1-(6-(6-((R)-2-(3-fluorophenyl)pyrrolidin-1-yl)imidazo[1,2-b]Pyridazin-3-yl)pyridin-2-yl)piperidin-4-yl)(methyl)amino)methyl)-1-oxoisoindoline-2-yl)piperidine FC=1C=C(C=CC1)[C@@H]1N(CCC1)C=1C=CC=2N(N1)C(=CN2)C2=CC=CC(=N2)N2CCC(CC2)N(C)CC=2C=C1CN(C(C1=CC2)=O)C2CNCCC2